Br[C@H]1C[C@H]2CCN(C[C@H]2CC1)C(=O)OC(C)(C)C tert-butyl (4aR,6R,8aS)-6-bromooctahydroisoquinoline-2(1H)-carboxylate